C(C)N1C(=NC2=C(C1=O)C=NN2)N2CC1(CN(C1)C1=CC(=NC=C1)C(F)(F)F)CC2 5-ethyl-6-(2-(2-(trifluoromethyl)pyridin-4-yl)-2,6-diazaspiro[3.4]octan-6-yl)-1,5-dihydro-4H-pyrazolo[3,4-d]pyrimidin-4-one